C1(CC1)C1=CC(=CC(=N1)N1C(C2=CC(=CC(=C2C1)C(F)(F)F)CO)=O)C1=C(C=CC=C1)C1=NN=CN1C 2-(6-cyclopropyl-4-(2-(4-methyl-4H-1,2,4-triazol-3-yl)phenyl)pyridin-2-yl)-6-(hydroxymethyl)-4-(trifluoromethyl)isoindolin-1-one